CN(C)CCC(=O)N(C)C 3-(N,N-dimethylamino)-N,N-dimethylpropionamide